C(CCCCCCCCCCC\C=C/CCCCCCCC)(=O)N[C@@H](CC1=CC=C(C=C1)O)C(=O)O N-erucoyl-tyrosine